(3S)-3-[tert-butyl(dimethyl)silyl]oxy-1-methyl-pyrrolidin-2-one [Si](C)(C)(C(C)(C)C)O[C@@H]1C(N(CC1)C)=O